BrC=1C=CN2N=C(N=C(C21)NC2COC2)Cl 5-Bromo-2-chloro-N-(oxetan-3-yl)pyrrolo[2,1-f][1,2,4]triazin-4-amine